5-(4-(Hexyloxy)-1,2,5-thiadiazol-3-yl)-1-(1-((isopropoxycarbonyl)oxy)-2-methylpropyl)-1-methyl-1,2,3,6-tetrahydropyridin-1-ium iodide [I-].C(CCCCC)OC=1C(=NSN1)C1=CCC[N+](C1)(C)C(C(C)C)OC(=O)OC(C)C